C(C)SC1=NN2C(N=CC=C2C2=CC=C(C=C2)F)=C1C(=O)[O-] 2-(ethylthio)-7-(4-fluorophenyl)pyrazolo[1,5-a]pyrimidine-3-carboxylate